butoxycarbonyl-bicyclo[2.2.1]hept-2-ene C(CCC)OC(=O)C12C=CC(CC1)C2